2,3,5,6-tetrafluorophenyl 5-[18F]fluoropyrazine-2-carboxylate [18F]C=1N=CC(=NC1)C(=O)OC1=C(C(=CC(=C1F)F)F)F